C(=O)C1=CC(=C(C=C1)OB(O)O)F (4-formyl-2-fluorophenyl)boric acid